(4-Bromo-1-methyl-1H-pyrazol-3-yl)-{(R)-4-[2-(4-fluorophenyl)-ethyl]-3-methyl-piperazin-1-yl}-methanone BrC=1C(=NN(C1)C)C(=O)N1C[C@H](N(CC1)CCC1=CC=C(C=C1)F)C